N,N-di(butoxymethyl)acrylamide C(CCC)OCN(C(C=C)=O)COCCCC